8'-chloro-1'-[trans-4-(pyridin-2-yloxy)cyclohexyl]-4'H,6'H-spiro[1,3-dioxolane-2,5'-[1,2,4]triazolo[4,3-a][1]benzazepine] ClC=1C=CC2=C(CC3(CC=4N2C(=NN4)[C@@H]4CC[C@H](CC4)OC4=NC=CC=C4)OCCO3)C1